(3-(2-(benzyloxy)cyclopropyl)-1-(4-(1,1-difluoroethyl)pyrimidin-2-yl)-1H-pyrazolo[4,3-c]pyridin-6-yl)acetamide C(C1=CC=CC=C1)OC1C(C1)C1=NN(C2=C1C=NC(=C2)CC(=O)N)C2=NC=CC(=N2)C(C)(F)F